n-heneicosyl-amide C(CCCCCCCCCCCCCCCCCCCC)[NH-]